BrC=1C=CC2=C(CC(CC=3N2C(=NN3)[C@@H]3CC[C@H](CC3)OC3=NC=CC=C3)NC(C)C)C1 8-bromo-N-(propan-2-yl)-1-[trans-4-(pyridin-2-yloxy)cyclohexyl]-5,6-dihydro-4H-[1,2,4]triazolo[4,3-a][1]benzazepine-5-amine